5-(tert-butoxycarbonyl)-2-morpholino-4-(pyridin-4-yl)-5H-pyrrolo[3,2-d]pyrimidin-7-ylboronic acid C(C)(C)(C)OC(=O)N1C=C(C=2N=C(N=C(C21)C2=CC=NC=C2)N2CCOCC2)B(O)O